CC(C)NC1=C2C(=NC(=N1)N)N(C=N2)[C@@H]3C[C@@H](C=C3)CO The molecule is a 2,6-diaminopurine that is an analogue of abacavir in which the cyclopropylamino group at position 6 of the purine moiety is replaced by a 3-isopropoxyazetidin-1-yl group. Unlike several other synthesised abacavir analogues, it is completely deficient in T-cell reactivity with abacavir-responsive clones. It derives from an abacavir.